2-(5-(4,4,5,5-tetramethyl-1,3,2-dioxaborolan-2-yl)pyridin-2-yl)propan-2-ol CC1(OB(OC1(C)C)C=1C=CC(=NC1)C(C)(C)O)C